2-Cyano-3,3-Diphenylacrylat C(#N)C(C(=O)[O-])=C(C1=CC=CC=C1)C1=CC=CC=C1